tert-butyl (5-(4-(6-(dimethylamino)benzo[d]thiazol-2-yl)phenyl)pyridin-2-yl)(2-(2-(3-(5-hydroxy-1-oxoisoindolin-2-yl)-2,6-dioxopiperidin-1-yl)ethoxy)ethyl)carbamate CN(C1=CC2=C(N=C(S2)C2=CC=C(C=C2)C=2C=CC(=NC2)N(C(OC(C)(C)C)=O)CCOCCN2C(C(CCC2=O)N2C(C3=CC=C(C=C3C2)O)=O)=O)C=C1)C